CCN1C2=C(CCCC2)C3=CC=CC=C31 N-ethyl-tetrahydrocarbazole